2-((2-ethyl-6-(6-(4-hydroxypiperidin-1-yl)pyridin-3-yl)imidazo[1,2-a]pyridin-3-yl)(methyl)amino)-4-(4-fluorophenyl)thiazole-5-carbonitrile C(C)C=1N=C2N(C=C(C=C2)C=2C=NC(=CC2)N2CCC(CC2)O)C1N(C=1SC(=C(N1)C1=CC=C(C=C1)F)C#N)C